C(C)(=O)N1C[C@@H](CCC1)NC(OC(C)(C)C)=O tert-butyl N-[(3R)-1-acetyl-3-piperidyl]carbamate